3-octyl glyceryl ether C(C(O)CO)OC(CC)CCCCC